C(C1=CC=CC=C1)(=O)O[C@H](C)C=1N=C(C2=CC(=NC=C2C1)NC1CCC(CC1)NC(=O)OC(C)(C)C)NC(C)C (R)-1-(7-(((1r,4R)-4-((tert-butoxycarbonyl)amino)cyclohexyl)amino)-1-(isopropylamino)-2,6-naphthyridin-3-yl)ethyl benzoate